(3-(((4-Methoxy-3-(1-methyl-1H-1,2,4-triazol-3-yl)-5-nitrophenylmethyl)oxy)methyl)-5-(trifluoromethyl)phenyl)carbamic acid tert-butyl ester C(C)(C)(C)OC(NC1=CC(=CC(=C1)C(F)(F)F)COCC1=CC(=C(C(=C1)[N+](=O)[O-])OC)C1=NN(C=N1)C)=O